P(O)([O-])=O.[K+] potassium monohydrogen phosphonate